(5'S)-5'-Methyl-7H-spiro[furo[2,3-b]pyrazine-6,3'-pyrrolidin]-2-ol C[C@H]1CC2(CN1)CC=1C(=NC=C(N1)O)O2